CO[C@@](CN)(O)[C@@](O)([C@](O)([C@](O)(C(O)OC)OC)OC)OC 2,3,4,5,6-pentamethoxy-glucamine